methylethyl carbonate carbonate C(O)(O)=O.C(OC(C)C)(O)=O